N-[4-(3-Cyanophenyl)-5-(2,6-dimethyl-4-pyridyl)thiazol-2-yl]-2-oxo-1,3,8-triazaspiro[4.5]decane-8-carboxamide C(#N)C=1C=C(C=CC1)C=1N=C(SC1C1=CC(=NC(=C1)C)C)NC(=O)N1CCC2(CNC(N2)=O)CC1